C(/C)=C/1\CN(CC[C@H]1C(=O)C=1NC2=CC=CC=C2C1)CC(C)C [(3E,4R)-3-ethylidene-1-(2-methylpropyl)piperidin-4-yl](1H-indol-2-yl)methanone